[Ti].[Nb].[O] oxygen niobium-titanium